(7-(difluoromethoxy)-5-ethyl-1H-indazol-3-yl)-4-fluorobenzamide FC(OC=1C=C(C=C2C(=NNC12)C1=C(C(=O)N)C=CC(=C1)F)CC)F